(8Z,11Z)-1,8,11-tetradecatrien-3-yne C=CC#CCCC\C=C/C\C=C/CC